(2-(((1r,2r)-2-hydroxycyclohexyl)amino)-5,6,7,8-tetrahydropyrimido[4',5':3,4]cyclohepta[1,2-b]indol-9-yl)dimethylphosphine oxide O[C@H]1[C@@H](CCCC1)NC=1N=CC2=C(C3=C(NC=4C(=CC=CC34)P(C)(C)=O)CCC2)N1